C(C(C)C)C1=CC=CC2=C1SC=1C(=NC=CC12)C=1SC=C(C1)C 8-isobutyl-1-(4-methylthiophen-2-yl)benzo[4,5]thieno[2,3-c]pyridine